N1C=NC2=C1C=CC(=C2)NC(C#N)C2=CC=C(C=C2)C=2SC=C(N2)C(F)(F)F (1H-benzimidazol-5-ylamino){4-[4-(trifluoromethyl)-1,3-thiazol-2-yl]phenyl}-acetonitrile